CC1=NC=NC(=C1C=1C=C(C=O)C=CC1)C 3-(4,6-dimethylpyrimidin-5-yl)benzaldehyde